2,6-dimethyl-1-[4-(methylthio)phenyl]-2-morpholinopropane CC(CC1=CC=C(C=C1)SC)(C)N1CCOC(C1)C